imidazole tert-Butyl-4-(6-(2-bromo-5-methoxyphenyl)-5-chloro-7-fluorobenzo[c]isothiazol-3-yl)piperazine-1-carboxylate C(C)(C)(C)OC(=O)N1CCN(CC1)C1=C2C(=NS1)C(=C(C(=C2)Cl)C2=C(C=CC(=C2)OC)Br)F.N2C=NC=C2